ClC=1C(=C2C(=NC1)NC(=N2)C2=CC=C(C=C2)N2C(CN(CC2)CCOC)C)NC2CCN(CC2)C 6-Chloro-2-{4-[4-(2-methoxyethyl)-2-methylpiperazin-1-yl]phenyl}-N-(1-methylpiperidin-4-yl)-3H-imidazo[4,5-b]pyridin-7-amine